C(C)C=1C=[N+](C=CC1C#N)[O-] 3-ethyl-1-oxido-pyridin-1-ium-4-carbonitrile